BrC=1C(=C(C=CC1)C=1OC2=C(N1)C=C(C(=C2)C(F)(F)F)C(=O)OC)C methyl 2-(3-bromo-2-methylphenyl)-6-(trifluoromethyl)benzo[d]oxazole-5-carboxylate